(S)-(1-phenylethyl) carbamate C(N)(O[C@@H](C)C1=CC=CC=C1)=O